((2S,3S)-3-benzyl-1,4-dioxaspiro[4.4]nonane-2-yl)methanol C(C1=CC=CC=C1)[C@H]1[C@@H](OC2(O1)CCCC2)CO